CC=1N=C2N(C=CC3=C2N(C2=CC=CC=C32)CCCC3=CC=CC=C3)C1 2-Methyl-11-(3-phenylpropyl)-11H-imidazo[1',2':1,2]pyrido[3,4-b]indole